P1(OCC(CO1)(C)C)=O 2,2-dimethyl-1,3-propanediyl phosphonate